ClC=1C(=CC(=C(C=O)C1)O)OC1CCC2=C(C=CC=C12)C1=C(C(=CC=C1)OCCCCl)C 5-chloro-4-((4-(3-(3-chloropropoxy)-2-methylphenyl)-2,3-dihydro-1H-inden-1-yl)oxy)-2-hydroxybenzaldehyde